15-[(4-Methoxyphenyl)methyl]-5,7-dioxa-15-azatetracyclo[9.3.1.02,10.04,8]pentadec-2,4(8),9,13-tetraen-12-one COC1=CC=C(C=C1)CN1C2C3=CC=4OCOC4C=C3C1C(C=C2)=O